OCC(CO)(CO)C1=CC=NC=C1 2-(hydroxymethyl)-2-(pyridine-4-yl)-1,3-propanediol